Cl.Cl.N[C@H](CC1=CC=2N=C(N=C(C2S1)NCC=1OC=CC1)Cl)C(C)C 6-[(2R)-2-amino-3-methylbutyl]-2-chloro-N-[(furan-2-yl)methyl]thieno[3,2-d]pyrimidin-4-amine dihydrochloride